tert-butyl 6-bromobenzo[d]thiazole-3(2H)-carboxylate BrC1=CC2=C(N(CS2)C(=O)OC(C)(C)C)C=C1